NC1=C(C=CC(=C1)N)OCCO 2,4-diamino-1-(β-hydroxy-ethyloxy)benzene